ClC1=C(C=CC(=C1)Cl)[C@@H](C)C1=C(C(=NC(=N1)N1C[C@@H]2CNC[C@@H]2C1)N)C#CC ((R)-1-(2,4-dichlorophenyl)ethyl)-2-((3aR,6aS)-hexahydropyrrolo[3,4-c]pyrrol-2(1H)-yl)-5-(prop-1-yn-1-yl)pyrimidin-4-amine